COC(CC=CC=C)OC 1,1-dimethoxy-3,5-hexadiene